N[C@@H]([C@@H](C(=O)N[C@H](C(=O)O)C1CCCC1)O)CC1=CC=CC=C1 (2S)-2-[[(2S,3R)-3-amino-2-hydroxy-4-phenyl-butanoyl]amino]-2-cyclopentyl-acetic acid